6-(4-(2-fluoroprop-2-yl)-6-methoxypyrimidin-5-yl)-1-(4-(1-methyl-4-(trifluoromethyl)-1H-imidazol-2-yl)benzyl)-1H-pyrazolo[3,4-d]pyrimidine FC(C)(C)C1=NC=NC(=C1C1=NC=C2C(=N1)N(N=C2)CC2=CC=C(C=C2)C=2N(C=C(N2)C(F)(F)F)C)OC